N-([1,1'-biphenyl]-4-yl)benzo[b]naphtho[2,1-d]thiophen-10-amine C1(=CC=C(C=C1)NC1=CC=CC2=C1SC1=C2C=CC=2C=CC=CC21)C2=CC=CC=C2